CC1=C2C(=NC(=C1)C=1C=C3CN(C(C3=CC1)=O)C1C(NC(CC1)=O)=O)N=C(O2)CN2CCCC2 3-(5-(7-methyl-2-(pyrrolidin-1-ylmethyl)oxazolo[4,5-b]pyridin-5-yl)-1-oxoisoindolin-2-yl)piperidine-2,6-dione